BrC=1C=C(C[N+]#[C-])C=CC1F 3-BROMO-4-FLUOROBENZYLISOCYANIDE